2-bromo-5-(1-(2,6-dioxopiperidin-3-yl)-1H-pyrazol-3-yl)phenyl sulfurofluoridate S(OC1=C(C=CC(=C1)C1=NN(C=C1)C1C(NC(CC1)=O)=O)Br)(=O)(=O)F